methyl 6-fluoronicotinate FC1=NC=C(C(=O)OC)C=C1